C(=C)P([O-])([O-])=O 5'-trans-vinylphosphonate